C(CCCCCC)OC1=CC=C(C(=O)NC2=CC=C(C=C2)C(\C=C\C2=CC=C(C=C2)N(C)CCO)=O)C=C1 4-Heptoxy-N-[4-[(E)-3-[4-[2-hydroxyethyl(methyl)amino]phenyl]prop-2-enoyl]phenyl]benzamide